bromo-N2-methyl-pyridine-2,3-diamine BrC1=C(C(=NC=C1)NC)N